O1C(=CC2=C1C=CC=C2)C2=C1N=CC(=NC1=CC(=C2)C)OC(F)F 5-(benzofuran-2-yl)-2-(difluoromethoxy)-7-methylquinoxaline